C(C)N1C(=CC2=CC(=CC=C12)CNC)C#CCNC(C1=CC=CC=C1)=O N-(3-{1-ethyl-5-[(methylamino)methyl]-1H-indol-2-yl}prop-2-yn-1-yl)benzamide